N1N=CC=C1C(=O)OC Methyl pyrazole-5-carboxylate